tert-butyl 4-(2-(4-(trifluoromethyl) phenoxy)ethyl)piperidine-1-carboxylate FC(C1=CC=C(OCCC2CCN(CC2)C(=O)OC(C)(C)C)C=C1)(F)F